1-(4-(3,4-dichlorophenyl)-6-methoxyisochroman-1-yl)-N-methyl-methylamine ClC=1C=C(C=CC1Cl)C1COC(C2=CC=C(C=C12)OC)CNC